ClC=1C=NC(=C(C(=O)NC2CCC(CC2)CN2C(N(C3=C2C=CC=C3)C3=NC(=CC=C3)C=3C=NN(C3)C)=O)C1)C(F)F 5-chloro-2-(difluoromethyl)-N-((1r,4r)-4-((3-(6-(1-methyl-1H-pyrazol-4-yl)pyridin-2-yl)-2-oxo-2,3-dihydro-1H-benzo[d]imidazol-1-yl)methyl)cyclohexyl)nicotinamide